chloro(1,1-dimethylpropyl)magnesium Cl[Mg]C(CC)(C)C